BrC1=C(C=C(C=C1)SC)OCOCC (4-Bromo-3-(ethoxymethoxy)phenyl)(methyl)sulfane